N-(1,1-Dioxotetrahydro-1lambda*6*-thiophen-3-yl)-N1-(4-methoxyphenyl)-6-morpholin-4-yl-[1,3,5]triazine-2,4-diamine O=S1(CC(CC1)NC1N(C(=NC(=N1)N)N1CCOCC1)C1=CC=C(C=C1)OC)=O